[(4-Hydroxybutyl)azanediyl]di(hexane-6,1-diyl) bis(2-hexyldecanoate) C(CCCCC)C(C(=O)OCCCCCCN(CCCCCCOC(C(CCCCCCCC)CCCCCC)=O)CCCCO)CCCCCCCC